BrC=1N=C2C(=C(C(N(C2=CC1)C)=O)C#N)N1CCN(CC1)CC1=C(C=CC=C1)NC(C1=CC=CC=C1)=O N-(2-((4-(6-bromo-3-cyano-1-methyl-2-oxo-1,2-dihydro-1,5-naphthyridin-4-yl)piperazin-1-yl)methyl)phenyl)benzamide